N-ethyl-2-({12-ethyl-5-oxa-1,10,11-triazatricyclo[6.4.0.02,6]dodeca-2(6),3,7,9,11-pentaen-9-yl}sulfanyl)-N-(3-methylphenyl)butanamide C(C)N(C(C(CC)SC=1C2=CC=3OC=CC3N2C(=NN1)CC)=O)C1=CC(=CC=C1)C